C(C1=CC=CC=C1)SC1=C(C=C(O[C@H]2CN(CCC2)C(=O)OC(C)(C)C)C=C1)OC tert-butyl (3R)-3-(4-benzylsulfanyl-3-methoxy-phenoxy)piperidine-1-carboxylate